3-bromo-N-[4-chloro-2-methyl-6-[(methylamino)thiomethyl]phenyl]-1-(3-chloro-2-pyridyl)-1H-pyrazole-5-carboxamide BrC1=NN(C(=C1)C(=O)NC1=C(C=C(C=C1CSNC)Cl)C)C1=NC=CC=C1Cl